2-benzyl 1-(tert-butyl) (2S,4R)-4-(4-(trifluoromethyl)benzyl)pyrrolidine-1,2-dicarboxylate FC(C1=CC=C(C[C@@H]2C[C@H](N(C2)C(=O)OC(C)(C)C)C(=O)OCC2=CC=CC=C2)C=C1)(F)F